bis(3-(t-butyl)phenyl)amine C(C)(C)(C)C=1C=C(C=CC1)NC1=CC(=CC=C1)C(C)(C)C